(3R)-3-(5-methylpyrazin-2-yl)isoxazolidine-2-carboxylic acid tert-butyl ester C(C)(C)(C)OC(=O)N1OCC[C@@H]1C1=NC=C(N=C1)C